ethyl 1-(4-methoxybenzyl)-2-(trifluoromethyl)-1H-imidazole-4-carboxylate COC1=CC=C(CN2C(=NC(=C2)C(=O)OCC)C(F)(F)F)C=C1